ClC=1C=C2C(=NC1)[C@]1([C@@](O2)([C@@H]([C@H]([C@H]1O)C(=O)N(C)C)C1=CC=CC=C1)C1=CC=C(C=C1)OC)O (5aR,6S,7R,8R,8aS)-3-chloro-8,8a-dihydroxy-5a-(4-methoxyphenyl)-N,N-dimethyl-6-phenyl-5a,7,8,8a-tetrahydro-6H-cyclopenta[4,5]furo[3,2-b]pyridine-7-carboxamide